5,5-difluoro-4-hydroxy-1,3-dimethyl-1H,4H,5H,6H,7H-pyrazolo[3,4-b]pyridin-6-one FC1(C(C2=C(NC1=O)N(N=C2C)C)O)F